COC(=O)C1=NC2=CC=C(C=C2C(=C1)O[C@H]1COCC1)Br (R)-6-bromo-4-((tetrahydrofuran-3-yl)oxy)quinoline-2-carboxylic acid methyl ester